FC(OC1=CC=C2CCC(C2=C1)=O)(F)F 6-Trifluoromethoxy-1-indanone